(2,3-dihydro-1H-inden-1-yl)(naphthalen-2-yl)methanone ethyl-4-[2-(4-fluoro-2,6-dimethylphenoxy)-5-methanesulfonylphenyl]-6-methyl-7-oxo-1H-pyrrolo[2,3-c]pyridine-2-carboxylate C(C)OC(=O)C1=CC2=C(C(N(C=C2C2=C(C=CC(=C2)S(=O)(=O)C)OC2=C(C=C(C=C2C)F)C)C)=O)N1.C1(CCC2=CC=CC=C12)C(=O)C1=CC2=CC=CC=C2C=C1